CNC[C@H](O)[C@@H](O)[C@H](O)[C@H](O)CO.ClC=1C=C(C=C(C1)Cl)C=1OC2=C(N1)C=CC(=C2)C(=O)O 2-(3,5-dichlorophenyl)-1,3-benzoxazole-6-carboxylic acid 1-deoxy-1-(methylamino)-D-glucitol salt